rac-(1r,2r,4s,5r,6s)-6-hydroxy-4-(2-methoxypyridin-4-yl)-N-(2-methyl-3-(trifluoromethyl)phenyl)-8-oxatricyclo[3.2.1.02,4]octane-2-carboxamide O[C@@H]1[C@H]2[C@@]3(C[C@@]3([C@@H](C1)O2)C(=O)NC2=C(C(=CC=C2)C(F)(F)F)C)C2=CC(=NC=C2)OC |r|